ClC=1C=C(OC2C(C(C2(C)C)NC(=O)C=2C=CC(=NC2)N2CCN(CC2)CCCCOC=2C=CC(=NC2)C(=O)N[C@H]2C(NC(CC2)=O)=O)(C)C)C=CC1C#N |r| rac-5-(4-(4-(5-(((1r,3r)-3-(3-chloro-4-cyanophenoxy)-2,2,4,4-tetramethylcyclobutyl)carbamoyl)pyridin-2-yl)piperazin-1-yl)butoxy)-N-(2,6-dioxopiperidin-3-yl)picolinamide